CO[C@@H]1[C@]2(CNC[C@](C1)(N2C(=O)OC(C)(C)C)C)C tert-butyl (1S,5R,6S)-6-methoxy-1,5-dimethyl-3,8-diazabicyclo[3.2.1]octane-8-carboxylate